FC1=CC=C2[C@H](N3C(C2=C1)=CN=C3)C3N(CCC(C3)O)S(=O)(=O)C ((S)-8-fluoro-5H-imidazo[5,1-a]isoindol-5-yl)-1-(methylsulfonyl)piperidin-4-ol